3-(2-amino-1,1-dimethyl-2-oxo-ethoxy)-5-bromobenzoic acid methyl ester COC(C1=CC(=CC(=C1)Br)OC(C(=O)N)(C)C)=O